(R)-2-amino-N-(5-cyclopropyl-6-(4-ethynyl-2-hydroxyphenyl)pyridazin-3-yl)-3-hydroxypropionamide N[C@@H](C(=O)NC=1N=NC(=C(C1)C1CC1)C1=C(C=C(C=C1)C#C)O)CO